[(1S,2S)-2-fluorocyclopropyl]-[(5R,7R)-7-fluoro-5-phenyl-6,7-dihydro-5H-pyrrolo[1,2-b][1,2,4]triazol-2-yl]methanone F[C@@H]1[C@@H](C1)C(=O)C=1N=C2N(N1)[C@H](C[C@H]2F)C2=CC=CC=C2